1-(4-fluorophenyl)-2-oxo-5-((tetrahydro-2H-pyran-4-yl)methyl)-1,2-dihydropyridine-3-carboxylic acid FC1=CC=C(C=C1)N1C(C(=CC(=C1)CC1CCOCC1)C(=O)O)=O